N-(3-fluorophenyl)-4-hydroxy-1-isobutyl-2-oxo-1,2-dihydroquinoline-3-carboxamide FC=1C=C(C=CC1)NC(=O)C=1C(N(C2=CC=CC=C2C1O)CC(C)C)=O